N-{[3-(4-{[(3S,4R)-3-fluoro-1-methylpiperidin-4-yl]amino}-1-(2,2,2-trifluoroethyl)-1H-indol-2-yl)-1,2,4-oxadiazol-5-yl]methyl}-1-(2-hydroxy-2-methylpropyl)-1H-pyrrole-3-carboxamide F[C@H]1CN(CC[C@H]1NC1=C2C=C(N(C2=CC=C1)CC(F)(F)F)C1=NOC(=N1)CNC(=O)C1=CN(C=C1)CC(C)(C)O)C